Methyl alcohol phosphate ammonium salt [NH4+].P(=O)([O-])([O-])OC.[NH4+]